N-[(beta-carbolin-1-yl)methyl]-beta-carbolin-1-amine C1(=NC=CC=2C3=CC=CC=C3NC12)CNC1=NC=CC=2C3=CC=CC=C3NC12